(1R,3S)-3-(methoxycarbonyl)cyclohexane-1-carboxylic acid COC(=O)[C@@H]1C[C@@H](CCC1)C(=O)O